C(CCC)C1OC(C2=CC(=CC=C12)C(=O)O)=O 1-butyl-3-oxo-1,3-dihydroisobenzofuran-5-carboxylic acid